(3S)-5-methyl-3-[4-(7H-pyrrolo[2,3-d]pyrimidin-4-yl)-1H-pyrazol-1-yl]hexanenitrile CC(C[C@@H](CC#N)N1N=CC(=C1)C=1C2=C(N=CN1)NC=C2)C